(tert-butoxycarbonyl)-4-tert-butylpyrrolidine-2-carboxylic acid C(C)(C)(C)OC(=O)N1C(CC(C1)C(C)(C)C)C(=O)O